3-Bromo-5-chloropyrazolo[1,5-a]pyrimidine BrC=1C=NN2C1N=C(C=C2)Cl